n-tetradecyl borate B(OCCCCCCCCCCCCCC)([O-])[O-]